2-Chloro-6-(5-cyclopropyl-4-ethyl-1H-imidazol-2-yl)pyridine ClC1=NC(=CC=C1)C=1NC(=C(N1)CC)C1CC1